2-({5'-chloro-3'-fluoro-2'-[(4-methylpyrimidine-5-sulfonyl)amino][1,1'-biphenyl]-4-yl}oxy)-2-methylpropanoic acid ClC=1C=C(C(=C(C1)C1=CC=C(C=C1)OC(C(=O)O)(C)C)NS(=O)(=O)C=1C(=NC=NC1)C)F